(7R,8R,9S,13S,14S,17S)-13-methyl-7-(9-((4,4,5,5,5-pentafluoropentyl)sulfinyl)nonyl)-7,8,9,11,12,13,14,15,16,17-decahydro-6H-cyclopenta[a]phenanthren C[C@@]12CCC[C@H]1[C@H]1[C@@H](CC=3C=CC=CC3[C@H]1CC2)CCCCCCCCCS(=O)CCCC(C(F)(F)F)(F)F